1-((4-acetylmorpholin-2-yl)methyl)-5-methyl-1H-benzo[d]imidazole C(C)(=O)N1CC(OCC1)CN1C=NC2=C1C=CC(=C2)C